CC([C@H](C)N1CC(C1)C(=O)NC=1C=C(C(=NC1)C)NC(=O)C=1C=NN2C1C=NC(=C2)C=2C=NN(C2)C)(C)C |o1:2| (S*)-N-(5-(1-(3,3-dimethylbutan-2-yl)azetidine-3-carboxamido)-2-methylpyridin-3-yl)-6-(1-methyl-1H-pyrazol-4-yl)pyrazolo[1,5-a]pyrazine-3-carboxamide